(S)-1-(5-chloropyridin-2-yl)-N-((1R,2R)-1-(2,3-dihydrobenzo[b][1,4]dioxin-6-yl)-1-hydroxy-3-(pyrrolidin-1-yl)propan-2-yl)pyrrolidine-3-carboxamide ClC=1C=CC(=NC1)N1C[C@H](CC1)C(=O)N[C@@H]([C@H](O)C1=CC2=C(OCCO2)C=C1)CN1CCCC1